1-Fluoro-3-(prop-1-en-2-yl)benzene FC1=CC(=CC=C1)C(=C)C